NCC=1C=C(CN)C=CC1 3-aminomethylbenzylamine